C1(CCCCC1)CCC1=NC(=NO1)C1=CC=C(O[C@H]2CN(CC2)C(=O)C2=NN(C3=CC=CC=C23)C)C=C1 (R)-(3-(4-(5-(2-cyclohexylethyl)-1,2,4-oxadiazol-3-yl)phenoxy)pyrrolidin-1-yl)(1-methyl-1H-indazol-3-yl)methanone